ClC=1C(=NC(=NC1)NC1CCOCC1)C1=CC=C2CN(C(C2=C1)=O)CC(=O)N[C@H](CO)C1=CC(=CC=C1)CN(C)C 2-(6-{5-Chloro-2-[(oxan-4-yl)amino]pyrimidin-4-yl}-1-oxo-2,3-dihydro-1H-isoindol-2-yl)-N-[(1S)-1-{3-[(dimethylamino)methyl]phenyl}-2-hydroxyethyl]acetamid